N-(2-(dimethylamino)-2-(1-methyl-1H-indol-3-yl)ethyl)-5-methoxy-1H-indole-6-sulfonamide CN(C(CNS(=O)(=O)C1=C(C=C2C=CNC2=C1)OC)C1=CN(C2=CC=CC=C12)C)C